N-Methyl-5-[6-(1H-pyrazol-4-yl)pyridin-3-yl]-N-(2,2,6,6-tetramethylpiperidin-4-yl)[1,3]thiazolo[5,4-d][1,3]thiazol-2-amin CN(C=1SC=2N=C(SC2N1)C=1C=NC(=CC1)C=1C=NNC1)C1CC(NC(C1)(C)C)(C)C